(R)-N-ethyl-N-(2,2,2-trifluoro-1-(4-fluorophenyl)ethyl)pyrazolo[1,5-a]pyrimidine-2-sulfonamide C(C)N(S(=O)(=O)C1=NN2C(N=CC=C2)=C1)[C@@H](C(F)(F)F)C1=CC=C(C=C1)F